O[C@H]1[C@@H](CN(CC1)C(=O)OC(C)(C)C)NC(C1=CC=NC=C1)=O tert-butyl (3R,4R)-4-hydroxy-3-(isonicotinamido)piperidine-1-carboxylate